Cl.COC([C@H]1NC[C@@H](C1)O)=O trans-hydroxyproline methyl ester-HCL